(1S,2S)-2-(3-chlorophenyl)-N-(4-(((6-cyclopropylquinolin-3-yl)methyl)amino)pyridin-2-yl)cyclopropane-1-carboxamide ClC=1C=C(C=CC1)[C@@H]1[C@H](C1)C(=O)NC1=NC=CC(=C1)NCC=1C=NC2=CC=C(C=C2C1)C1CC1